[5-[(1R)-1-(3,5-dichloro-4-pyridinyl)ethoxy]-1-tetrahydropyran-2-yl-indazol-3-yl]-2-(3-hydroxy-3-methyl-azetidin-1-yl)pyridine-3-carbonitrile ClC=1C=NC=C(C1[C@@H](C)OC=1C=C2C(=NN(C2=CC1)C1OCCCC1)C1=C(C(=NC=C1)N1CC(C1)(C)O)C#N)Cl